O1CC=CC(=C1)C(=O)O pyran-5-carboxylic acid